C(C)(C)(C)C1=CC=2C(N=C1)=NN(C2)C=2C=C(C=CC2F)N2CC(C2)(F)F N-(3-{5-tert-butyl-2H-pyrazolo[3,4-b]pyridin-2-yl}-4-fluorophenyl)-3,3-difluoroazetidine